3-vinyl-1-(2-ethoxyethyl)-1H-imidazolium bromide [Br-].C(=C)[N+]1=CN(C=C1)CCOCC